ClC=1C=C(C(=NC1)CN1N=C2N([C@@H](CCC2)C(=O)N2C[C@H](CC2)F)C1=O)F (5S)-2-[(5-Chloro-3-fluoropyridin-2-yl)methyl]-5-{[(3S)-3-fluoropyrrolidin-1-yl]carbonyl}-5,6,7,8-tetrahydro[1,2,4]triazolo[4,3-a]pyridin-3(2H)-one